4-(5-fluoro-3-(pyridin-2-yl)-1H-pyrrolo[3,2-b]pyridin-2-yl)pyridin-2-amine FC1=CC=C2C(=N1)C(=C(N2)C2=CC(=NC=C2)N)C2=NC=CC=C2